C(=O)C=1C=C(C=CC1)C1N(CCC1)C(=O)OC(C)(C)C tert-butyl 2-(3-formylphenyl)pyrrolidine-1-carboxylate